COC(NC1=NC=CC(=C1)C=1C=C2C(=NNC2=C(C1)C#CC1(COC1)C)N)=O (4-(3-Amino-7-((3-methyloxetan-3-yl)ethynyl)-1H-indazol-5-yl)pyridin-2-yl)carbamic acid methyl ester